ethyl 2-(3-(N-(4-chlorophenyl)sulfamoyl)benzamido)-4,5,6,7-tetrahydrobenzo[b]thiophene-3-carboxylate ClC1=CC=C(C=C1)NS(=O)(=O)C=1C=C(C(=O)NC2=C(C3=C(S2)CCCC3)C(=O)OCC)C=CC1